3-[[4-(2,6-dimethylphenyl)-5-methyl-6-[(2R)-2-(spiro[2.3]hexan-5-ylamino)-3-[1-(trifluoromethyl)cyclopropyl]propoxy]pyrimidin-2-yl]sulfamoyl]benzoic acid CC1=C(C(=CC=C1)C)C1=NC(=NC(=C1C)OC[C@@H](CC1(CC1)C(F)(F)F)NC1CC2(CC2)C1)NS(=O)(=O)C=1C=C(C(=O)O)C=CC1